3-[2-(8-chloro-4-oxo-chromen-2-yl)-3-fluoro-5-methyl-phenoxy]propanoic acid ClC=1C=CC=C2C(C=C(OC12)C1=C(OCCC(=O)O)C=C(C=C1F)C)=O